C1(CC1)N1C(N(C=2N=C(NC2C1=O)C=1C=CC(=NC1)C1=NC(=CC=C1C(=O)NC)C(F)(F)F)CCC)=O [5-(1-cyclopropyl-2,6-dioxo-3-propyl-7H-purin-8-yl)pyridin-2-yl]-N-methyl-6-(trifluoromethyl)pyridine-3-carboxamide